C1(=CC=CC=C1)[C@@H]1CC[C@H]2OC3(C(N21)=O)CCN(CC3)C3=NC=NC(=C3)C3=CC=CC=C3 (5'S,7a'R)-5'-phenyl-1-(6-phenylpyrimidin-4-yl)tetrahydro-3'H-spiro[piperidine-4,2'-pyrrolo[2,1-b][1,3]oxazol]-3'-one